ClC=1C=CC2=C(N=C(O2)C2CC3(CC(C3)NC(=O)C=3OC(=CC3)C#N)C2)C1 N-[6-(5-chloro-1,3-benzoxazol-2-yl)spiro[3.3]heptane-2-yl]-5-cyano-furan-2-carboxamide